2-(2-fluoro-6-((4-chlorophenyl)thio)phenyl)-1,3-dioxolane FC1=C(C(=CC=C1)SC1=CC=C(C=C1)Cl)C1OCCO1